C(CC1=CC=CC=C1)C=1C=C(CCNC([O-])=O)C=CC1 (3-phenethylphenethyl)carbamate